tert-butyl 4-(3-(3-(4-methoxybenzyl)-2,4-dioxotetrahydropyrimidin-1(2H)-yl)imidazo[1,5-a]pyridin-8-yl)piperazine-1-carboxylate COC1=CC=C(CN2C(N(CCC2=O)C2=NC=C3N2C=CC=C3N3CCN(CC3)C(=O)OC(C)(C)C)=O)C=C1